NC1=CC=C(C=C1)[C@H]1CN(C[C@H]1F)C(=O)OC(C)(C)C tert-butyl (3S,4S)-3-(4-aminophenyl)-4-fluoropyrrolidine-1-carboxylate